F[C@@H]1CN(CC[C@@H]1NC1=CC=CC2=C1S(C=C2CC(F)(F)F)=O)C 7-(((3R,4S)-3-fluoro-1-methylpiperidin-4-yl)amino)-1-oxido-3-(2,2,2-trifluoroethyl)benzo[b]thiophen